(2R,3S)-1-t-butoxycarbonyl-2-(3-aminopropyl)-3-hydroxypiperidine C(C)(C)(C)OC(=O)N1[C@@H]([C@H](CCC1)O)CCCN